4-(2-methyl-4-(trifluoromethyl)-1H-pyrrolo[2,3-c]pyridin-7-yl)piperazine-1-carboxylic acid tert-butyl ester C(C)(C)(C)OC(=O)N1CCN(CC1)C=1N=CC(=C2C1NC(=C2)C)C(F)(F)F